C(C)(C)C(C(C)C)(CCCCC(C(C)C)(O)C(C)C)O 3,8-diisopropyl-2,9-dimethyl-decane-3,8-diol